C(C)(C)(C)OC(=O)NCCC1=CC=C(C=C1)NC(=O)C1=C(C=C(C(=O)OC)C=C1)NC(=O)C=1OC2=CC=CC=C2C(C1)=O Methyl 4-((4-(2-((tert-butoxycarbonyl)amino)ethyl)phenyl)carbamoyl)-3-(4-oxo-4H-chromene-2-carboxamido)benzoate